2-(4-Methoxystyryl)-4,6-bis-(trichloromethyl)-1,3,5-triazin COC1=CC=C(C=CC2=NC(=NC(=N2)C(Cl)(Cl)Cl)C(Cl)(Cl)Cl)C=C1